COC(C(C(=O)OC)=CC1=CC=C(C=C1)OCCCC)=O 4-Butoxybenzylidenemalonic acid dimethyl ester